6-Bromospiro[1H-isobenzofuran-3,3'-azetidine] BrC1=CC=C2C(=C1)COC21CNC1